5-(3-((2-(3-carboxypropanoyl)-6-methoxy-1H-inden-5-yl)oxy)propoxy)-6-methoxyisoindolin C(=O)(O)CCC(=O)C=1CC2=CC(=C(C=C2C1)OCCCOC=1C=C2CNCC2=CC1OC)OC